NC=1C=2N(C3=CC(=C(C=C3N1)F)C(=O)N(CC1=C(C=C(C=C1)C(F)(F)F)F)C13CC(C1)C3)C=NC2 4-amino-N-(bicyclo[1.1.1]pentan-1-yl)-7-fluoro-N-(2-fluoro-4-(trifluoromethyl)benzyl)imidazo[1,5-a]quinoxaline-8-carboxamide